9,10-bis(hydroxy)stearic acid hydroxyethyl-trimethyl-ammonium salt OCC[N+](C)(C)C.OC(CCCCCCCC(=O)[O-])C(CCCCCCCC)O